[Na+].S(=O)(=O)([O-])[O-].OC1[C@H](N)[C@@H](O)[C@H](O)[C@H](O1)CO.[Na+] D-glucosamine sulfate sodium salt